N=1N(N=CC1)C1=C(C=C(C=N1)NC(=O)NC=1C(=C2C(=NC1)SC(=N2)C)[C@H](C)OC)C(F)(F)F (S)-1-(6-(2H-1,2,3-triazol-2-yl)-5-(trifluoromethyl)pyridin-3-yl)-3-(7-(1-methoxyethyl)-2-methylthiazolo[5,4-b]pyridin-6-yl)urea